NC(C(C1=CC=C(C=C1)F)C1CCN(CC1)C(=O)OC(C)(C)C)=O Tert-Butyl 4-[2-amino-1-(4-fluorophenyl)-2-oxo-ethyl]piperidine-1-carboxylate